C=CCCCCCCCC 1-Decene